C1(=CC=CC=C1)C=1C(=NC2=CC=CC=C2N1)C(=O)N 3-phenylquinoxaline-2-carboxamide